triethylene glycol aminopentanoate NC(C(=O)OCCOCCOCCO)CCC